(S)-6-(6,7-dihydro-5H-pyrazolo[5,1-b][1,3]oxazin-3-yl)-N-(2-methyl-5-(2-(2-methylpyrrolidin-1-yl)acetamido)pyridin-3-yl)-[1,2,3]triazolo[1,5-a]pyridine-3-carboxamide N1=CC(=C2OCCCN21)C=2C=CC=1N(C2)N=NC1C(=O)NC=1C(=NC=C(C1)NC(CN1[C@H](CCC1)C)=O)C